3,4-diethoxyphenylacetonitrile C(C)OC=1C=C(C=CC1OCC)CC#N